ClCOC(=O)N1C[C@@H](CCC1)C(NC1=NN(C2=CC=C(C=C12)C1=C(C=CC(=C1)C#N)Cl)C(C1=CC=CC=C1)(C1=CC=CC=C1)C1=CC=CC=C1)=O (3R)-3-{[5-(2-chloro-5-cyanophenyl)-1-trityl-1H-indazol-3-yl]carbamoyl}piperidine-1-carboxylic acid chloromethyl ester